C(CCCCC)/C(/C(=O)O)=C\C1=CC=CC=C1.C(C=CC1=CC=CC=C1)(=O)OC Methyl Cinnamate (hexyl (E)-3-phenylprop-2-enoate)